C(C)C(C=O)CCCC 2-ethylhex-anal